2-bromopyrazine BrC1=NC=CN=C1